CC1=C(C=O)C(=CC(=C1OCC1OC1)C)C 2,4,6-trimethyl-3-(oxiran-2-ylmethoxy)benzaldehyde